5-(4,6-dihydroxy-3'-isopropyl-[1,1'-biphenyl]-3-yl)-N-ethyl-4-(3-fluoro-4-(morpholinomethyl)phenyl)isoxazole-3-carboxamide OC1=C(C=C(C(=C1)O)C1=CC(=CC=C1)C(C)C)C1=C(C(=NO1)C(=O)NCC)C1=CC(=C(C=C1)CN1CCOCC1)F